6-fluoro-3-[6-[(3S)-4-[(4-fluoro-4-piperidinyl)methyl]-3-methyl-piperazin-1-yl]Pyrimidin-4-yl]-5-(1-methylcyclopropoxy)-2H-indazole FC=1C(=CC2=C(NN=C2C1)C1=NC=NC(=C1)N1C[C@@H](N(CC1)CC1(CCNCC1)F)C)OC1(CC1)C